C1(CC1)C1=NN(C2=C1C(=NC=C2NCCCNC(C)=O)C2=CC(=C(C=C2)S(=O)(=O)C)C)C2OCCCC2 N-[3-[[3-cyclopropyl-4-(3-methyl-4-methylsulfonyl-phenyl)-1-tetrahydropyran-2-yl-pyrazolo[4,3-c]pyridin-7-yl]amino]propyl]acetamide